C12(CC(C1)C2)N2N=C(C1=C2C=NN(C1=O)CO)C 1-(bicyclo[1.1.1]pent-1-yl)-5-(hydroxymethyl)-3-methyl-1,5-dihydro-4H-pyrazolo[3,4-d]pyridazin-4-one